(2-((1R,4R)-2,5-diazabicyclo[2.2.1]hept-2-yl)-5-fluorophenyl)-2-(2-fluoro-6-methoxyphenyl)thiazole-4-carboxamide [C@H]12N(C[C@H](NC1)C2)C2=C(C=C(C=C2)F)C2=C(N=C(S2)C2=C(C=CC=C2OC)F)C(=O)N